CC1(OB(OC1(C)C)C=1C=C2C(=NC1)OCCO2)C 7-(4,4,5,5-Tetramethyl-1,3,2-dioxaborolan-2-yl)-2,3-dihydro-[1,4]dioxino[2,3-b]pyridine